C(C)(C)(C)[Si](C)(C)OC1=C(C=C(C=C1)I)[N+](=O)[O-] tert-butyl(4-iodo-2-nitrophenoxy)dimethylsilane